CC1(C(C=CC2(CN(CCO2)S(=O)(=O)C2=CC=CC=C2)C1)=O)C 10,10-dimethyl-9-oxo-4-(phenylsulfonyl)-1-oxa-4-azaspiro[5.5]undec-7-ene